3-[(4-methoxyphenyl)methoxy]-2-methyl-propan COC1=CC=C(C=C1)COCC(C)C